COCCCOCCCO methoxypropoxypropanol